OC(=O)C(F)(F)F.FC(C1=CC=C(C(=O)NCC2=C(C=C(C=C2)C2=NC=NN3C2=CC(=C3)C3=CC=C(C=C3)CN3CCC(CC3)C3=NC=C(C=C3)NC3C(NC(CC3)=O)=O)F)C=C1)F 4-(difluoromethyl)-N-[[4-[6-[4-[[4-[5-[(2,6-dioxo-3-piperidyl)amino]-2-pyridyl]-1-piperidyl]methyl]phenyl]pyrrolo[2,1-f][1,2,4]triazin-4-yl]-2-fluoro-phenyl]methyl]benzamide TFA salt